C1(CCCCCC1)CNC(=O)C1=CC2=C(NC(=N2)CC2=C(C=CC=C2)O)C=C1 N-(cycloheptylmethyl)-2-[(2-hydroxyphenyl)methyl]-1H-benzoimidazole-5-carboxamide